ethyl-2,4,6-trimethylbenzoyl-diphenyl-phosphine oxide C(C)C1=C(C=CC=C1)P(C1=CC=CC=C1)(C(C1=C(C=C(C=C1C)C)C)=O)=O